C(C1=CC=CC=C1)C1=CC(C(=C(N1CC)C1=CC(=C(C=C1)Cl)Cl)C(=O)OC)=O methyl 6-benzyl-2-(3,4-dichlorophenyl)-1-ethyl-4-oxo-pyridine-3-carboxylate